(4-phenoxyphenyl)(mesitylene) iodonium trifluoromethanesulfonate FC(S(=O)(=O)[O-])(F)F.[IH2+].O(C1=CC=CC=C1)C1=CC=C(C=C1)C1=C(C=C(C=C1C)C)C